2-chloro-4,6-dimethyl-5-(trifluoromethyl)pyrimidine ClC1=NC(=C(C(=N1)C)C(F)(F)F)C